BrC=1C=C(C=CC1)C(C(F)(F)F)NC(\C(=C\C1=CNC2=NC=CC=C21)\C#N)=O (E)-N-(1-(3-bromophenyl)-2,2,2-trifluoroethyl)-2-cyano-3-(1H-pyrrolo[2,3-b]pyridin-3-yl)acrylamide